1-bromo-4-(2,3-epoxypropoxy)carbazole BrC1=CC=C(C=2C3=CC=CC=C3NC12)OCC1CO1